(S)-1-(4-cyanopyrimidin-2-yl)-N-((R)-1-(3,3-difluorocyclobutylcarbamoyl)-7-methyl-2,3-dihydro-1H-inden-1-yl)-N-(3,5-difluorophenyl)-5-oxopyrrolidine-2-carboxamide C(#N)C1=NC(=NC=C1)N1[C@@H](CCC1=O)C(=O)N(C1=CC(=CC(=C1)F)F)[C@@]1(CCC2=CC=CC(=C12)C)C(NC1CC(C1)(F)F)=O